FC=1C=C2C(=C(N(C2=CC1)C1=CC(=C(C=C1)F)C)C1CCOCC1)I 5-fluoro-1-(4-fluoro-3-methyl-phenyl)-3-iodo-2-tetrahydropyran-4-yl-indole